3-(4-methyl-2-morpholin-4-yl-1,3-thiazole-5-carbonyl)-4-trimethylstannyl-benzonitrile CC=1N=C(SC1C(=O)C=1C=C(C#N)C=CC1[Sn](C)(C)C)N1CCOCC1